5-methyl-pyrazole-4-carbonitrile CC1=C(C=NN1)C#N